C(CCC)OC(COC1=NC=CC=C1SC1=C(C=C(C(=C1)N1C(N(C(=CC1=O)C(F)(F)F)N)=O)F)Cl)=O n-Butyl-{[3-({5-[3-amino-2,6-dioxo-4-(trifluoromethyl)-3,6-dihydropyrimidin-1(2H)-yl]-2-chloro-4-fluorophenyl}sulfanyl)pyridin-2-yl]oxy}acetat